6-[5-(5-chloro-2-fluoro-phenyl)-1H-imidazol-4-yl]-3-(6,7-dihydro-5H-imidazo[1,2-a]imidazol-3-yl)quinoline ClC=1C=CC(=C(C1)C1=C(N=CN1)C=1C=C2C=C(C=NC2=CC1)C1=CN=C2N1CCN2)F